C(CCC)NCC(COC1=CC=C(C=C1)C(C=CC1=CC=C(C=C1)OC)=O)O 1-[4-[3-(Butylamino)-2-hydroxypropoxy]phenyl]-3-(4-methoxyphenyl)prop-2-en-1-one